C(C)C1=C(C=CC=C1)[S@](=O)OCC Ethyl (R)-2-ethylbenzenesulfinate